C(C=C)(=O)N1C[C@@H](N(CC1)C=1C2=C(N(C(N1)=O)C=1C(=NC=CC1C)C(C)C)N=C(C(=C2)C#N)C2=CN(C(C(=C2)C)=O)C)C (S)-4-(4-acryloyl-2-methylpiperazin-1-yl)-7-(1,5-dimethyl-6-oxo-1,6-dihydropyridin-3-yl)-1-(2-isopropyl-4-methylpyridin-3-yl)-2-oxo-1,2-dihydropyrido[2,3-d]pyrimidine-6-carbonitrile